(S)-Ethyl 2-(2-(3-(5-((dicyclopropylmethyl) carbamoyl)-1-(2-hydroxy-2-methylpropyl)-1H-pyrazol-3-yl) phenyl) oxazole-5-carboxamido)-3-methylbutyrate C1(CC1)C(C1CC1)NC(=O)C1=CC(=NN1CC(C)(C)O)C=1C=C(C=CC1)C=1OC(=CN1)C(=O)N[C@H](C(=O)OCC)C(C)C